C1(CC1)C=1C(=C2C=CNC2=C(C1)C)CN1C(CC2(CC(C2)C#N)CC1)C1=CC=C(C=C1)C(=O)N1CC2(C1)CN(C2)C 7-((5-cyclopropyl-7-methyl-1H-indol-4-yl)methyl)-6-(4-(6-methyl-2,6-diazaspiro[3.3]heptane-2-carbonyl)phenyl)-7-azaspiro[3.5]nonane-2-carbonitrile